2-(4-fluoro-2-hydroxyphenyl)-4,5-dihydrothiazole-4-carbaldehyde FC1=CC(=C(C=C1)C=1SCC(N1)C=O)O